2-(2-chlorophenyl)-N-(4-((4-cyanophenoxy)methyl)-3-sulfamoylphenyl)acetamide ClC1=C(C=CC=C1)CC(=O)NC1=CC(=C(C=C1)COC1=CC=C(C=C1)C#N)S(N)(=O)=O